(2S)-2-(methoxycarbonyl)-4,4-difluoropyrrolidine-1-carboxylic acid tert-butyl ester C(C)(C)(C)OC(=O)N1[C@@H](CC(C1)(F)F)C(=O)OC